C(CCCCCCCCC=CCC=CCC=CC)(=O)O Octadeca-10,13,16-trienoic acid